3,5-difluoro-4-methoxybenzonitrile FC=1C=C(C#N)C=C(C1OC)F